bis(4-methylphenyl)phenyl-phosphorus oxide CC1=CC=C(C=C1)P(C1=CC=CC=C1)(C1=CC=C(C=C1)C)=O